6-chloro-7-fluoro-2,3,4,9-tetrahydro-1H-carbazole-1-carboxylic acid ethyl ester C(C)OC(=O)C1CCCC=2C3=CC(=C(C=C3NC12)F)Cl